C(C=C)(=O)OCCCC1(C(=O)O)C(C(=O)O)CCC=C1 Acryloyloxypropyltetrahydrophthalic acid